CN(CCNC(CCN1C=NC2=C(NC=3C=CC(=CC23)C)C1=O)=O)C1=CC(=CC=C1)C(F)(F)F N-(2-(methyl(3-(trifluoromethyl)phenyl)amino)ethyl)-3-(8-methyl-4-oxo-4,5-dihydro-3H-pyrimido[5,4-b]indol-3-yl)propanamide